(S)-1-(4-chloro-2,5-difluorophenyl)-2,2-difluoroethan-1-amine ClC1=CC(=C(C=C1F)[C@@H](C(F)F)N)F